4-(2-((2S*,3R*)-2-benzyl-3-(difluoromethoxy)pyrrolidin-1-yl)-6-((4-methoxybenzyl)oxy)pyridin-4-yl)morpholine C(C1=CC=CC=C1)[C@@H]1N(CC[C@H]1OC(F)F)C1=NC(=CC(=C1)N1CCOCC1)OCC1=CC=C(C=C1)OC |o1:7,11|